thioxo-oxadiazole S=C1N=NOC1